2'-amino-5'-(2-(1,1-dioxothiomorpholine-4-carbonyl)-1H-pyrrolo[2,3-b]pyridin-4-yl)-N,N-dimethyl-[2,3'-bipyridine]-5-carboxamide NC1=NC=C(C=C1C1=NC=C(C=C1)C(=O)N(C)C)C1=C2C(=NC=C1)NC(=C2)C(=O)N2CCS(CC2)(=O)=O